7-[(5'S,7a'R)-3'-oxo-5'-phenyltetrahydro-1H,3'H-spiro[piperidine-4,2'-pyrrolo[2,1-b][1,3]thiazol]-1-yl]pyrazolo[1,5-a]pyridine-4-carbonitrile O=C1N2[C@H](SC13CCN(CC3)C3=CC=C(C=1N3N=CC1)C#N)CC[C@H]2C2=CC=CC=C2